CCOC(=O)N[C@@H]1CC[C@@H]2[C@@H](C1)C[C@@H]3[C@H]([C@H]2/C=C/C4=NC=C(C=C4)C5=CC(=CC=C5)F)[C@H](OC3=O)C.OS(=O)(=O)O The molecule is an organic sulfate salt obtained by combining vorapaxar with one molar equivalent of sulfuric acid. A protease-activated receptor-1 antagonist used for the reduction of thrombotic cardiovascular events in patients with a history of myocardial infarction (MI) or with peripheral arterial disease. It has been shown to reduce the rate of a combined endpoint of cardiovascular death, MI, stroke and urgent coronary revascularisation. It has a role as a cardiovascular drug, a platelet aggregation inhibitor and a protease-activated receptor-1 antagonist. It contains a vorapaxar(1+).